1,1,1,3,3,3-hexafluoropropan-2-yl (R)-1-((5-methylpyrazin-2-yl)carbamoyl)-6-azaspiro[2.5]octane-6-carboxylate CC=1N=CC(=NC1)NC(=O)[C@@H]1CC12CCN(CC2)C(=O)OC(C(F)(F)F)C(F)(F)F